ClC1=C(C=C(C(=O)NC2=C(C=CC=C2)OC(F)F)C=C1)S(=O)(=O)N1CCC2=CC=CC=C12 4-chloro-N-(2-(difluoromethoxy)phenyl)-3-(indolin-1-ylsulfonyl)benzamide